CCC(=O)OC=C.CCC(=O)OC1=CC=CC=C1 vinyl phenyl bis(methyl acetate)